4-(4-cyanophenyl)-6-((methylsulfonyl)methyl)isoindoline-2-carbonitrile C(#N)C1=CC=C(C=C1)C1=C2CN(CC2=CC(=C1)CS(=O)(=O)C)C#N